5-(ethanesulfonyl)-1,2,3,4-tetrahydroquinoline C(C)S(=O)(=O)C1=C2CCCNC2=CC=C1